3,3-diethoxypropionitrile C(C)OC(CC#N)OCC